3-methyl-5-(4-methyl-7H-pyrrolo[2,3-d]pyrimidin-7-yl)cyclopentane-1,2-diol CC1C(C(C(C1)N1C=CC2=C1N=CN=C2C)O)O